O=C1NN(CC1)C=1C=2N(N=C(C1)C=1C(NC(NC1)=O)=O)C=CN2 5-(8-(3-oxopyrazolidin-1-yl)imidazo[1,2-b]pyridazin-6-yl)pyrimidine-2,4(1H,3H)-dione